α-aminobutyrate NC(C(=O)[O-])CC